Cl.ClC(OC1=CC=C(C=C1)NC(=O)C=1C=NC(=C(C1)C1=CC=NN1)N1C[C@@H](CC1)O)(F)F N-[4-(Chlorodifluoromethoxy)phenyl]-6-[(3R)-3-hydroxypyrrolidin-1-yl]-5-(1H-pyrazol-5-yl)pyridine-3-carboxamide hydrochloride